(2R)-N-(5-cyclopropylpyrazin-2-yl)piperidine-2-carboxamide hydrochloride Cl.C1(CC1)C=1N=CC(=NC1)NC(=O)[C@@H]1NCCCC1